BrC=1C=NC(=NC1)N1CCC(CC1)C(=O)OC methyl 1-(5-bromopyrimidin-2-yl)piperidine-4-carboxylate